C(C1=CC=CC=C1)C1=CN(C(C2=CN=CC=C12)=O)CC=1N=C2N(C=C(C=C2)CNCC2CCC2)C1 4-benzyl-2-[(6-{[(cyclobutylmethyl)amino]methyl}imidazo[1,2-a]pyridin-2-yl)methyl]-1,2-dihydro-2,7-naphthyridin-1-one